2'-methyl-4'H-spiro[cyclopropane-1,3'-pyrazino[1,2-b]indazole]-1'-one CN1C(C=2N(N=C3C=CC=CC23)CC12CC2)=O